ClC1=NC=CC=C1C1=NC(CC2=CC=CC=C12)(C)C 1-(2-chloro-3-pyridinyl)-3,3-dimethyl-4H-isoquinoline